[C@H]12[C@H](C[C@H](CC1)C2)N2C(C(=CC1=C2N=C(N=C1)NC=1C=C2CCNCC2=CC1)C#N)=O 8-((1S,2S,4R)-bicyclo[2.2.1]hept-2-yl)-7-oxo-2-(1,2,3,4-tetrahydroisoquinolin-6-ylamino)-7,8-dihydropyrido[2,3-d]pyrimidine-6-carbonitrile